FC(C=1C=2N(C=CC1)N=C(C2)[C@@H]2N(CCC1=C2N=CN1)C1=NC=C(C=C1)C(F)(F)F)(F)F (R)-4-(4-(trifluoromethyl)pyrazolo[1,5-a]pyridin-2-yl)-5-(5-(trifluoromethyl)pyridin-2-yl)-4,5,6,7-tetrahydro-1H-imidazo[4,5-c]pyridine